ClC1=C2C=C(N(C2=CC(=C1)Cl)CCNC1=CC(=NC=N1)C1=CC(=CS1)C(F)(F)F)C#N 5-{6-[2-(4,6-Dichloro-2-cyano-indol-1-yl)-ethylamino]-pyrimidin-4-yl}-3-trifluoromethyl-thiophen